4-(6-ethyl-5-(methylsulfonamido)pyridin-2-yl)-1-methyl-1H-1,2,3-triazole-5-carboxylic acid C(C)C1=C(C=CC(=N1)C=1N=NN(C1C(=O)O)C)NS(=O)(=O)C